ClC=1C2=C(N=CN1)N(C=C2)[C@H]2C([C@@]1([C@H](O2)C(CC1)=C)O)O (2r,3as,6ar)-2-(4-chloro-7H-pyrrolo[2,3-d]pyrimidin-7-yl)-6-methylenehexahydro-2H-cyclopenta[b]furan-3,3a-diol